N1(CCC1)C1=CC2=C(C=C(O2)C(=O)NS(=O)(=O)C2=C(C=CC=C2OCC)OCC(F)F)C(=C1)F 6-(Azetidin-1-yl)-N-[2-(2,2-difluoroethoxy)-6-ethoxybenzene-1-sulfonyl]-4-fluoro-1-benzofuran-2-carboxamide